NC1=NC=C(C2=C1C=NN2)NC(C(N2[C@@H](CC[C@@H](C2)C)C=2N(N=CC2)C(C)C)=O)=O |r| Racemic-N-(4-amino-1H-pyrazolo[4,3-c]pyridin-7-yl)-2-oxo-2-[rac-(2S,5S)-2-(2-isopropylpyrazol-3-yl)-5-methyl-1-piperidyl]acetamide